rel-1-[(3'S)-5'-methyl-3'H-spiro[cyclopropane-1,2'-furo[3,2-b]pyridin]-3'-yl]methylamine CC1=CC=C2C(=N1)[C@@H](C1(O2)CC1)CN |o1:7|